C[C@H](CC(C(C)C(=C)C)O)[C@H]1CC[C@@]2([C@@]1(CC[C@]34[C@H]2[C@H](C[C@@H]5[C@]3(C4)CCC(=O)C5(C)C)O)C)C The molecule is a pentacyclic triterpenoid that is 9beta,19-cyclolanost-25-ene substituted by an oxo group at position 3 and hydroxy groups at positions 7 and 23. It has been isolated from the leaves of Combretum quadrangulare. It has a role as a metabolite and a plant metabolite. It is a cyclic terpene ketone, a diol, a pentacyclic triterpenoid and a 3-oxo-5alpha-steroid. It derives from a hydride of a cycloartane.